C(C)(C)(C)OC(C(CC1=CC=CC2=C1C=C(O2)CO[Si](C2=CC=CC=C2)(C2=CC=CC=C2)C(C)(C)C)[C@@H]2CN(CC2)C(=O)OC(C)(C)C)=O tert-butyl (3R)-3-(1-(tert-butoxy)-3-(2-(((tert-butyldiphenylsilyl)oxy)methyl)benzofuran-4-yl)-1-oxopropan-2-yl)pyrrolidine-1-carboxylate